N1C(CC=C1)=O 1,3-dihydro-2H-pyrrol-2-one